O=C1C(=C2C(=NN1)C(CC2)C(=O)N[C@H](C(N2CCN(CC2)C2=NC=C(C=N2)C(F)(F)F)=O)C)C(F)(F)F 3-Oxo-N-((S)-1-oxo-1-(4-(5-(trifluoromethyl)pyrimidin-2-yl)piperazin-1-yl)propan-2-yl)-4-(trifluoromethyl)-3,5,6,7-tetrahydro-2H-cyclopenta[c]pyridazine-7-carboxamide